P1(=O)(OC2=C(C=C(C=C2C)C)C(C2=C(C(=CC(=C2)C)C)O1)C(C)(C)CC(C)(C)C)[O-] 2,2'-tert-octylmethylenebis(4,6-dimethylphenyl) phosphate